C(C)OC(=O)C=1NC=CC1NCC=1C(=NC=CC1)C1N(CCC(C1)C(F)(F)F)C(=O)OC(C)(C)C tert-Butyl 2-(3-(((2-(ethoxycarbonyl)-1H-pyrrol-3-yl)amino)methyl)pyridin-2-yl)-4-(trifluoromethyl)piperidine-1-carboxylate